NC=1C(=C(C=CC1)C1=NC=CC(=C1C)C=1OC2=C(N1)C=C(C=C2C#N)CO)C 2-(2-(3-amino-2-methylphenyl)-3-methylpyridin-4-yl)-5-(hydroxymethyl)benzo[d]oxazole-7-carbonitrile